2-(4-(((6-(cyclopropyl(4-(difluoromethoxy)-2-fluorobenzyl)amino)-5-fluoropyrimidin-4-yl)amino)methyl)-3-hydroxypiperidin-1-yl)acetamide C1(CC1)N(C1=C(C(=NC=N1)NCC1C(CN(CC1)CC(=O)N)O)F)CC1=C(C=C(C=C1)OC(F)F)F